(2R)-6-chloro-N-{3-[2-(4-chloro-3-fluorophenoxy)acetamido]bicyclo[1.1.1]pent-1-yl}-3,4-dihydro-2H-1,4-benzoxazine-2-carboxamide ClC=1C=CC2=C(NC[C@@H](O2)C(=O)NC23CC(C2)(C3)NC(COC3=CC(=C(C=C3)Cl)F)=O)C1